C1(=CC=C(C=C1)C1=NNC(C1)C1=CC2=C(OCCO2)C=C1)C1=CC=CC=C1 3-([1,1'-biphenyl]-4-yl)-5-(2,3-dihydrobenzo[b][1,4]dioxin-6-yl)-4,5-dihydro-1H-pyrazole